2,4-dichloro-5-(4-fluorobenzoyl)-7H-pyrrolo[2,3-d]pyrimidine ClC=1N=C(C2=C(N1)NC=C2C(C2=CC=C(C=C2)F)=O)Cl